(S)-N-(4-Cyano-3-(trifluoromethyl)phenyl)-3-(4-fluoro-1H-pyrazol-1-yl)-2-hydroxy-2-methylpropanamide hydrochloride Cl.C(#N)C1=C(C=C(C=C1)NC([C@@](CN1N=CC(=C1)F)(C)O)=O)C(F)(F)F